N-hexyl-1-naphthylamine hydrogen bromide salt Br.C(CCCCC)NC1=CC=CC2=CC=CC=C12